CC1(CCC2(CCC(O2)OC(C(C)O)C)CC1)C 3-((8,8-dimethyl-1-oxaspiro[4.5]decan-2-yl)oxy)butan-2-ol